N1C(C=NC(C2=C1C=CC=C2)=O)=O 1,4-benzodiazepin-2,5-dione